1-(cyclopropylmethyl)-5-[4-(4,4,5,5-tetramethyl-1,3,2-dioxaborolan-2-yl)-3,6-dihydro-2H-pyran-6-yl]pyridin-2-one C1(CC1)CN1C(C=CC(=C1)C1C=C(CCO1)B1OC(C(O1)(C)C)(C)C)=O